CC(C)(C)C1=CC=C(C=C1)[I+]C1=CC=C(C=C1)C(C)(C)C bis[4-(1,1-dimethylethyl)phenyl]iodonium